(R)-N-(6-(2-Methylmorpholino)pyridin-2-yl)-4-((3-methyloxetan-3-yl)sulfonyl)-2-(6-azaspiro[2.5]octan-6-yl)benzamide C[C@H]1OCCN(C1)C1=CC=CC(=N1)NC(C1=C(C=C(C=C1)S(=O)(=O)C1(COC1)C)N1CCC2(CC2)CC1)=O